S1CC(CCCC1)NS(O)(=O)=O N-(thiepan-3-yl)amidosulfuric acid